N-(4-chloro-2-fluorobenzyl)-6-(pyrrolidin-3-yloxy)pyridin-2-amine trifluoroacetic acid salt FC(C(=O)O)(F)F.ClC1=CC(=C(CNC2=NC(=CC=C2)OC2CNCC2)C=C1)F